tert-butyl (3S,5R)-4-(3-bromo-4-methoxycarbonyl-phenyl)-3,5-dimethyl-piperazine-1-carboxylate BrC=1C=C(C=CC1C(=O)OC)N1[C@H](CN(C[C@H]1C)C(=O)OC(C)(C)C)C